FC(C(=O)O)(F)F.N1CCNC(CC1)=O 1,4-diazepan-5-one trifluoroacetate salt